FC=1C=C(C=C(C1)F)NC1=NC(=CC(=C1)NC(OC(C)(C)C)=O)C(NC1=CC2=C(OCCO2)C=C1)=O Tert-butyl (2-((3,5-difluorophenyl)amino)-6-((2,3-dihydrobenzo[b][1,4]dioxin-6-yl)-carbamoyl)pyridin-4-yl)carbamate